N1(CCC1)C1=NC2=CC(=C(C=C2C(=N1)NC1CCN(CC1)C(C)C)OC)OCCCN1CCCC1 2-(azetidin-1-yl)-N-(1-isopropylpiperidin-4-yl)-6-methoxy-7-(3-(pyrrolidin-1-yl)propoxy)quinazolin-4-amine